CC1=C(C=C(C=C1[N+](=O)[O-])[N+](=O)[O-])[N+](=O)[O-] The molecule is a trinitrotoluene having the nitro groups at positions 2, 4 and 6. It has a role as an explosive. It derives from a 1,3,5-trinitrobenzene.